BrC/C=C/C(=O)N1CCCC1 (E)-4-bromo-1-(pyrrolidin-1-yl)but-2-en-1-one